3-(2-(((R)-1-((dimethylamino)methyl)-2,2-difluorocyclopropyl)methoxyl)-5-(methoxy carbonyl)-6-methylpyrimidin-4-yl)-1-methyl-3,8-diazabicyclo[3.2.1]octane-8-carboxylate CN(C)C[C@@]1(C(C1)(F)F)COC1=NC(=C(C(=N1)N1CC2(CCC(C1)N2C(=O)[O-])C)C(=O)OC)C